FN(C(NC(C1=CC=CC=C1)=O)=O)F bisfluorobenzoyl-urea